(2S,3S)-3-((5-fluoro-2-(2-methoxy-7-methylquinoxalin-5-yl)benzo[d]triazol-6-yl)oxy)butan-2-yl (2-methylpyrimidin-5-yl)carbamate CC1=NC=C(C=N1)NC(O[C@@H](C)[C@H](C)OC=1C(=CC=2C(=NN(N2)C2=C3N=CC(=NC3=CC(=C2)C)OC)C1)F)=O